FC=1C=C(C=C(C1)F)[C@@H]1C[C@H](C2=NN(C(N21)=O)C2=CC=C(C=C2)F)O (5S,7R)-5-(3,5-difluorophenyl)-2-(4-fluorophenyl)-7-hydroxy-2,5,6,7-tetrahydro-3H-pyrrolo[2,1-c][1,2,4]triazol-3-one